FC(C)(F)C1=NC(=CC(=N1)N1CC2(C=3C=NC(=CC31)NC(C)=O)CC2)NCC2OCC2 N-(1'-(2-(1,1-difluoroethyl)-6-((oxetan-2-ylmethyl)amino)pyrimidin-4-yl)-1',2'-dihydrospiro[cyclopropane-1,3'-pyrrolo[3,2-c]pyridin]-6'-yl)acetamide